[Cl-].[Cl-].[Cl-].[Ce+3] cerium trichloride